methyl (S)-2-(4-(6-((4-chloro-2-fluorobenzyl) oxy) pyridin-2-yl)-3-fluorobenzyl)-3-(oxetan-2-ylmethyl)-3H-imidazo[4,5-b]pyridine-5-carboxylate ClC1=CC(=C(COC2=CC=CC(=N2)C2=C(C=C(CC3=NC=4C(=NC(=CC4)C(=O)OC)N3C[C@H]3OCC3)C=C2)F)C=C1)F